NC1=CC=CC(=N1)S(=O)(=O)NC(=O)C=1C(=NC(=CC1)C=1C=NC(=CC1)OC(C)C)N1C(CCC1)C1=CC=CC=C1 N-[(6-Amino-2-pyridyl)sulfonyl]-6-(6-isopropoxy-3-pyridyl)-2-(2-phenylpyrrolidin-1-yl)pyridin-3-carboxamid